7H-[1,2,4]triazolo[4,3-b][1,2,4]triazol N=1N=CN2N=CNC21